ethyl 3-bromo-4-(trifluoromethyl)-1H-pyrazole-5-carboxylate BrC1=NNC(=C1C(F)(F)F)C(=O)OCC